C1(CC1)CC(=O)C1=CC(=C(C=N1)B(O)O)C 6-(2-cyclopropylacetyl)-4-methylpyridin-3-ylboronic acid